BrCCCCCN1N=C(C=C1)C(=O)OC(C)(C)C tert-butyl 1-(5-bromopentyl)-1H-pyrazole-3-carboxylate